2-bromo-1-(tetrahydro-2H-pyran-4-yl)-ethanone BrCC(=O)C1CCOCC1